ClC1=CC=C(C=C1)C1=CC=2C3=C(C=NC2C=C1)N(C(N3C=3C(=CC(=C(C#N)C3)N3CCC(CC3)O)C)=N)C 5-(8-(4-Chlorophenyl)-2-imino-3-methyl-2,3-dihydro-1H-imidazo[4,5-c]quinolin-1-yl)-2-(4-hydroxypiperidin-1-yl)-4-methylbenzonitrile